5-amino-6-(4-cyano-2-fluorophenyl)-4-(isopropylamino)nicotinic acid ethyl ester C(C)OC(C1=CN=C(C(=C1NC(C)C)N)C1=C(C=C(C=C1)C#N)F)=O